(R)-2-((2-((1s,4S)-4-(Benzyloxy)cyclohexyl)ethyl)amino)-1-(3-fluoro-phenyl)ethan-1-ol C(C1=CC=CC=C1)OC1CCC(CC1)CCNC[C@H](O)C1=CC(=CC=C1)F